Cl.Cl.N[C@H](CC1=C(C2=NC(=CC(=C2S1)NCC=1SC=CC1)Cl)Cl)C 2-[(2S)-2-aminopropyl]-3,5-dichloro-N-[(thiophen-2-yl)methyl]thieno[3,2-b]pyridin-7-amine dihydrochloride